FC1=C(C(=CC(=C1)N1C(O[C@H](C1)CO)=O)F)C1(CCS(CC1)(=O)=O)O 4-{2,6-difluoro-4-[(5R)-5-(hydroxymethyl)-2-oxo-1,3-oxazolidin-3-yl]phenyl}-4-hydroxy-1λ6-thiane-1,1-dione